CC1=CC=C(CC2C[C@H](NC2)C(=O)O)C=C1 gamma-(4-methyl-benzyl)-proline